N1N=CC(=C1)C1=CC=C(C=C1)NC1=NC(=NC=C1)C1=CC=C2C=C(NC2=C1)C(=O)N(C)C1CCC1 6-(4-((4-(1H-pyrazol-4-yl)phenyl)amino)pyrimidin-2-yl)-N-cyclobutyl-N-methyl-1H-indole-2-carboxamide